CC[C@H]([C@H](CCCCCC)O)O (3R,4S)-decane-3,4-diol